C(C\C=C\C=C)C1=CC=CC=C1 trans-hex-3,5-dien-1-yl-benzene